6-((2-fluoro-[1,1'-biphenyl]-3-yl)methyl)-N-(2-hydroxyethyl)-7-(methylsulfonamido)-5-azaspiro[2.4]heptane-5-carboxamide FC1=C(C=CC=C1CC1N(CC2(CC2)C1NS(=O)(=O)C)C(=O)NCCO)C1=CC=CC=C1